NC1CCCC(C1)N 1,5-diaminocyclohexane